methyl 2-[1-[2-[4-(2-chlorophenyl)-2-oxo-chromen-7-yl]oxypropanoyl]-4-piperidyl]acetate ClC1=C(C=CC=C1)C1=CC(OC2=CC(=CC=C12)OC(C(=O)N1CCC(CC1)CC(=O)OC)C)=O